CN1N=C(C(=C1)B1OC(C)(C)C(C)(C)O1)C 1,3-dimethyl-1H-pyrazole-4-boronic acid pinacol ester